2-oxo-quinazolin-4(3H)-one O=C1NC2=CC=CC=C2C(N1)=O